C(C=C)(=O)O.OCCN1C(CCCC1=O)=O N-hydroxyethyl-glutarimide acrylate